OC1=C(C2=C(N(C1=O)CC1=C(C=CC=C1)OC)C=CS2)C(=O)O 6-hydroxy-4-(2-methoxybenzyl)-5-oxo-4,5-dihydrothieno[3,2-b]pyridine-7-carboxylic acid